N1NC=C(C=C1)C#N dihydropyridazine-4-carbonitrile